2,2'-(((1'r,2'r)-4-bromo-5'-methyl-2'-(prop-1-en-2-yl)-1',2',3',4'-tetrahydro-[1,1'-biphenyl]-2,6-diyl)bis(oxy))bis(tetrahydro-2H-pyran) BrC1=CC(=C(C(=C1)OC1OCCCC1)[C@H]1[C@@H](CCC(=C1)C)C(=C)C)OC1OCCCC1